S1C(=NC=C1)C(=O)C1=CC=C(C=C1)C thiazol-2-yl(p-tolyl)methanone